(S)-3-(4-amino-6-(cyclobutyl(methyl)amino)pyrido[3,4-d]pyrimidin-8-yl)-2,4-dimethylphenol NC=1C2=C(N=CN1)C(=NC(=C2)N(C)C2CCC2)C=2C(=C(C=CC2C)O)C